ethyl (2-cyano-3-{[4-(trifluoromethyl)phenyl]amino}acryloyl)carbamate C(#N)C(C(=O)NC(OCC)=O)=CNC1=CC=C(C=C1)C(F)(F)F